ethyl [(3S)-1-(4'-methyl-2'-oxo-1',2'-dihydrospiro[cyclohexane-1,3'-indol]-4-yl)pyrrolidin-3-yl]carbamate CC1=C2C3(C(NC2=CC=C1)=O)CCC(CC3)N3C[C@H](CC3)NC(OCC)=O